C(C1=CC=CC=C1)OC(=O)N1[C@@H]([C@@H](C1)N1CCN(CC1)C(=O)OC(C)(C)C)C tert-butyl 4-((2R,3R)-1-((benzyloxy)carbonyl)-2-methylazetidin-3-yl)piperazine-1-carboxylate